ClC(OC1=CC=C(C=C1)NC(=O)C1=CNC(C(=C1)N1CCOCC1)=O)(F)F N-[4-[Chloro(difluoro)methoxy]phenyl]-5-morpholino-6-oxo-1H-pyridine-3-carboxamide